(3r,5r)-1-benzyl-3,5-diethylpiperidine C(C1=CC=CC=C1)N1C[C@@H](C[C@H](C1)CC)CC